ClC1=CC(=C2C=NNC2=C1)N1CC2C(C1)CN(C2(C)C)C(C)=O 1-(5-(6-chloro-1H-indazol-4-yl)-1,1-dimethylhexahydro-pyrrolo[3,4-c]pyrrol-2(1H)-yl)ethanone